3-(((S)-3-butyl-2-methyl-7-(methylthio)-1,1-dioxido-5-phenyl-2,3,4,5-tetrahydro-1,2,5-benzothiadiazepin-8-yl)oxy)-2-methoxypropanoic acid C(CCC)[C@@H]1N(S(C2=C(N(C1)C1=CC=CC=C1)C=C(C(=C2)OCC(C(=O)O)OC)SC)(=O)=O)C